C(C)(=O)N[C@H]1C[C@H](CCC1)C(=O)NC1=NC=C(C(=C1)C=1C=NN2C1CCC(C2)OC)Cl (1s,3r)-3-acetamido-N-(5-chloro-4-(6-methoxy-4,5,6,7-tetrahydropyrazolo[1,5-a]pyridin-3-yl)pyridin-2-yl)cyclohexanecarboxamide